BrCCC1CC2(OCCO2)CCC1 7-(2-bromoethyl)-1,4-dioxaspiro[4.5]decane